2-chloro-3-nitro-6-phenylpyridine ClC1=NC(=CC=C1[N+](=O)[O-])C1=CC=CC=C1